ClC1=CC(=C(C=C1)C=1C=C(C=CC1)CC(=O)NC(C(=O)OCC)(C)C)C1=CC=C(C=C1)C 1-Ethyl 2-[[2-[3-[4-chloro-2-(p-tolyl)phenyl]phenyl]acetyl]amino]-2-methyl-propanoate